tert-butyl 2'-amino-3'-cyano-6',7'-dihydro-1H,5'H-spiro[azetidine-3,4'-[1]benzothiophene]-1-carboxylate NC=1SC2=C(C1C#N)C1(CCC2)CN(C1)C(=O)OC(C)(C)C